DIHYDROISOQUINOLINONE CCCCCCCCCC(=O)N(CCN(C)C)CC1(CC2=CC=CC=C2C(=O)N1)C